F[C@H]1[C@H](C1)C(=O)NC1=NC=C2C=C(C=3N(C2=C1)C=CN3)C=3C=NC(=CC3C)C(CC=C)O (1R,2R)-2-fluoro-N-{4-[6-(1-hydroxybut-3-en-1-yl)-4-methylpyridin-3-yl]imidazo[1,2-a]1,6-naphthyridin-8-yl}cyclopropane-1-carboxamide